Cl.CC1=CC2=C(C(C3=C(N(S2(=O)=O)C)C=CC=C3)NCCCCCCC(=O)O)C=C1 7-((3,6-Dimethyl-5,5-dioxido-6,11-dihydrodibenzo[c,f][1,2]thiazepin-11-yl)amino)heptanoic acid hydrochloride salt